ClC=1C=C(C=C(C1)Cl)C1=CC=C2CC(C(C2=C1)NC(O[C@@H]1CN2CCC1CC2)=O)(C)C (S)-quinuclidin-3-yl (6-(3,5-dichlorophenyl)-2,2-dimethyl-2,3-dihydro-1H-inden-1-yl)carbamate